FC(COC=1C=NC(=NC1)N1CC2C(C1)CNC2)F 5-(5-(2,2-Difluoroethoxy)pyrimidin-2-yl)hexahydropyrrolo[3,4-c]Pyrrole